F[C@H]1CN(CC[C@H]1NC1=CC=CC=2C(=C(OC21)C#CCNC2=C(C=C(C=C2)C(NC)=O)OC)SC(F)(F)F)C(=O)OC(C)(C)C tert-butyl (3S,4R)-3-fluoro-4-{[2-(3-{[2-methoxy-4-(methylcarbamoyl)phenyl]amino}prop-1-yn-1-yl)-3-[(trifluoromethyl)sulfanyl]-1-benzofuran-7-yl]amino}piperidine-1-carboxylate